C(C)(C)(C)OC(=O)N1N=C(C2=NC=CC=C21)S(=O)(=O)Cl 3-(chlorosulfonyl)-1H-pyrazolo[4,3-b]pyridine-1-carboxylic acid tert-butyl ester